2-(chloromethyl)-3-(difluoromethyl)pyrazine ClCC1=NC=CN=C1C(F)F